BrC1=CC(=C(C=C1)O)OCC1=CC=C(C=C1)OC C4-bromo-2-((4-methoxybenzyl)oxy)phenol